NC(CC1CCC(CC1)C#N)(C)C 4-(2-Amino-2-methylpropyl)cyclohexane-1-carbonitrile